C(C1=CC=CC=C1)NS(=O)(=O)C1=CC=C(C=C1)C1=NC2=C(C=CN=C2C=C1)Cl N-benzyl-4-(8-chloro-1,5-naphthyridin-2-yl)benzenesulfonamide